(R)-2-(4-methyl-6-((1-methylpiperidin-3-yl)thio)pyridazin-3-yl)-5-(trifluoromethyl)phenol CC1=C(N=NC(=C1)S[C@H]1CN(CCC1)C)C1=C(C=C(C=C1)C(F)(F)F)O